2-(6-(Ethylamino)-4-(2-(4-methyl-4H-1,2,4-triazol-3-yl)phenyl)pyridin-2-yl)-6-(morpholinomethyl)-4-(trifluoromethyl)isoindolin-1-one C(C)NC1=CC(=CC(=N1)N1C(C2=CC(=CC(=C2C1)C(F)(F)F)CN1CCOCC1)=O)C1=C(C=CC=C1)C1=NN=CN1C